C1(=CC=C(C=C1)C1=C(C(=O)N)C=CC(=C1)N)C1=C(C(=O)N)C=CC(=C1)N p-phenylenebis(p-aminobenzamide)